5-cyanoimidazo[1,2-a]pyridine-7-carboxylic acid ethyl ester C(C)OC(=O)C1=CC=2N(C(=C1)C#N)C=CN2